5-(2-fluorophenyl)-1,3,3,5,7-pentamethyl-octahydrobenzo[c]isoxazole FC1=C(C=CC=C1)C1(CC2C(N(OC2(C)C)C)C(C1)C)C